CC(C)(C)S(=O)NC1(COC1)C1=CC=CC2=CC=CC=C12 2-Methyl-N-(3-(naphthalen-1-yl)oxetan-3-yl)propane-2-sulfinamide